4-(2-ethylhexyl)benzonitrile C(C)C(CC1=CC=C(C#N)C=C1)CCCC